N1(N=CCCC1)C(N)=N 5,6-dihydropyridazine-1(4H)-carboximidamide